tert-butyl N-[1-[3-[4-[[1-(2,6-dioxo-3-piperidyl)-3-methyl-2-oxo-benzimidazol-5-yl] methyl] piperazin-1-yl]propyl]-4-piperidyl]carbamate O=C1NC(CCC1N1C(N(C2=C1C=CC(=C2)CN2CCN(CC2)CCCN2CCC(CC2)NC(OC(C)(C)C)=O)C)=O)=O